C(C)(C)(C)OC(=O)N1CC(C1)COC=1C=C(C(=O)O)C=C(C1)C=1SC(=CN1)C 3-{[1-(tert-butoxycarbonyl)azetidin-3-yl]methoxy}-5-(5-methyl-1,3-thiazol-2-yl)benzoic acid